2-(tert-butyl)-1H-imidazole C(C)(C)(C)C=1NC=CN1